3-(3-chloroanilino)-2,2-dimethyl-3-oxo-propionic acid ethyl ester C(C)OC(C(C(=O)NC1=CC(=CC=C1)Cl)(C)C)=O